1-[3-({[7-(difluoromethoxy)-3-methyl-1H-indol-4-yl]methyl}amino)pyrido[2,3-b]pyrazin-6-yl]piperidin-4-ol FC(OC=1C=CC(=C2C(=CNC12)C)CNC1=CN=C2C(=N1)N=C(C=C2)N2CCC(CC2)O)F